FC1(CN(CCO1)C(=O)C=1C=NN2C1CN(CC2)C(=O)OC(C)(C)C)F tert-butyl 3-(2,2-difluoromorpholine-4-carbonyl)-4H,5H,6H,7H-pyrazolo[1,5-a]pyrazine-5-carboxylate